[Na].C(C(=O)O)(=O)O oxalic acid Sodium